C1(CCC1)CC1=CC=2C(N=C1)=NN(C2)C=2C=C(C=CC2F)N2CC(C2)F N-{3-[5-(cyclobutylmethyl)-2H-pyrazolo[3,4-b]pyridin-2-yl]-4-fluorophenyl}-3-fluoroazetidine